CN(CCOC1=CC=C(NC=2N=CC3=C(N2)N(C(C(=C3)N3CCN(C2=C(C=CC=C32)C)C(C=C)=O)=O)CC(C)(C)O)C=C1)C 2-[4-[2-(dimethylamino)ethoxy]anilino]-8-(2-hydroxy-2-methyl-propyl)-6-(5-methyl-4-prop-2-enoyl-2,3-dihydroquinoxalin-1-yl)pyrido[2,3-d]pyrimidin-7-one